BrC1=C(C(=CC(=C1)C)C12CC3(CC(CC(C1)(C3)C)(C2)C)C)O 2-bromo-4-methyl-6-((3r,5r,7r)-3,5,7-trimethyladamantan-1-yl)phenol